5-benzyl-N-(4-(5-(2-fluoroethoxy)-2-methylphenyl)pyridin-2-yl)-4H-1,2,4-triazole-3-carboxamide C(C1=CC=CC=C1)C=1NC(=NN1)C(=O)NC1=NC=CC(=C1)C1=C(C=CC(=C1)OCCF)C